ClC1=CC(=C(C=C1)C(COC1=C(C=CC=C1Br)Br)=O)F 1-(4-chloro-2-fluoro-phenyl)-2-(2,6-dibromophenoxy)ethanone